CN(C)CC=1N(C=CC1C=1N=NNC1)C N-methyl-N-((1-methyl-3-(1,2,3-triazol-4-yl)-1H-pyrrol-2-yl)methyl)methan-1-amine